C(C)(C)(C)OC(=O)N1CCN(CC1)C=1C=NC(=C(C1)C=C)C=1CCN(CC1)C(=O)OCC1=CC=CC=C1 4-[6-(1-benzyloxycarbonyl-3,6-dihydro-2H-pyridin-4-yl)-5-vinyl-3-pyridinyl]piperazine-1-carboxylic acid tert-butyl ester